4-methyl-oxy-1,2,4-triazoline-3,5-dione CON1C(N=NC1=O)=O